magnesium phosphate, hydrate O.P(=O)([O-])([O-])[O-].[Mg+2].P(=O)([O-])([O-])[O-].[Mg+2].[Mg+2]